1-methyl-4-(prop-2-yn-1-yl)piperazine CN1CCN(CC1)CC#C